CN1CCC(CC1)NC1=C2C=C(N(C2=CC=C1)CC(F)(F)F)C#CCNC=1C=CC2=C(CNS2(=O)=O)C1 5-((3-(4-((1-methylpiperidin-4-yl)amino)-1-(2,2,2-trifluoroethyl)-1H-indol-2-yl)prop-2-yn-1-yl)amino)-2,3-dihydrobenzo[d]isothiazole 1,1-dioxide